methyl 5-amino-2-((1R,4r)-4-((R)-4-(tert-butoxycarbonyl)-3-(methoxymethyl)piperazin-1-yl)cyclohexyl)-2H-indazole-6-carboxylate NC1=CC2=CN(N=C2C=C1C(=O)OC)C1CCC(CC1)N1C[C@@H](N(CC1)C(=O)OC(C)(C)C)COC